4-(6-(4-(3-fluorophenoxy)piperidin-1-yl)pyridin-3-yl)-6-(2-hydroxy-2-methylpropoxy)pyrazolo[1,5-a]pyridine-3-carbonitrile FC=1C=C(OC2CCN(CC2)C2=CC=C(C=N2)C=2C=3N(C=C(C2)OCC(C)(C)O)N=CC3C#N)C=CC1